C(C=CCCCCC(=O)N)(=O)N 2-octenediamide